C1(CC1)N1CCC(CC1)N1CCC(CC1)C=1C(=CC2=C(N(C(=N2)C2=CC=C(C=C2)S(=O)(=O)C)C)C1)F 6-(1'-Cyclopropyl-[1,4'-bipiperidin]-4-yl)-5-fluoro-1-methyl-2-(4-(methylsulfonyl)phenyl)-1H-benzo[d]imidazol